1-pyrrolidinecarboxylate N1(CCCC1)C(=O)[O-]